OC1=C(C=CC=C1)C=1SCC(N1)CO 2-(o-hydroxyphenyl)-4-hydroxymethyl-4,5-dihydrothiazole